N'-(1,3-Dimethylbutylidene)Isonicotinic Acid Hydrazide CC(CC(C)C)=NNC(C1=CC=NC=C1)=O